FC1=C(O[C@H]2C[C@]3([C@H](CN(C3)CCC3=NC=C(C=C3)O)C2)O)C=CC(=C1)F (3aR,5R,6aS)-5-(2,4-difluorophenoxy)-2-(2-(5-hydroxypyridin-2-yl)ethyl)hexahydrocyclopenta[c]pyrrol-3a(1H)-ol